NCC1N(CCC1)C=1N=C(N(C1C(=O)OC)CC1=CC=C(C=C1)Cl)OC1=CC(=CC=C1)OC(F)(F)F methyl 4-[2-(aminomethyl) pyrrolidin-1-yl]-1-[(4-chlorophenyl) methyl]-2-[3-(trifluoromethoxy) phenoxy]-1H-imidazole-5-carboxylate